[Cl-].[Cl-].[Cl-].C12=CC=C([NH2+]1)C=C1C=CC(=N1)C=C1C=CC(N1)=CC=1C=CC(N1)=C2.C21=CC=C([NH2+]2)C=C2C=CC(=N2)C=C2C=CC(N2)=CC=2C=CC(N2)=C1.C12=CC=C([NH2+]1)C=C1C=CC(=N1)C=C1C=CC(N1)=CC=1C=CC(N1)=C2 porphyrinium trichloride